ethyl N-({5-[1-(1-ethoxyethyl)pyrazol-4-yl]-6-(2,2,2-trifluoroethoxy)pyridin-2-yl}carbamothioyl)carbamate C(C)OC(C)N1N=CC(=C1)C=1C=CC(=NC1OCC(F)(F)F)NC(=S)NC(OCC)=O